FC(C=1C(=C(C=CC1)C(C)NC=1C2=C(N=C(N1)C)NC(C(=C2)C(=C)C)=O)F)F 4-((1-(3-(difluoromethyl)-2-fluorophenyl)ethyl)amino)-2-methyl-6-(prop-1-en-2-yl)pyrido[2,3-d]pyrimidin-7(8H)-one